ethyl 3-cyclopropyl-2-(5-(2-(dimethylamino)ethyl)-2-oxo-4-(trifluoromethyl)pyridin-1(2H)-yl)propanoate C1(CC1)CC(C(=O)OCC)N1C(C=C(C(=C1)CCN(C)C)C(F)(F)F)=O